8-hydroxy-7,8,9,10-tetrahydro-5H-cyclohepta[b]naphthalene-5,11(6H)-dione OC1CCC2=C(C(C=3C=CC=CC3C2=O)=O)CC1